CC1=CCC=CC1 1-methylcyclohexa-1,4-diene